C(C)OC(=O)C1=CN=C2N1N=C(C=C2C)C2=NOC(=C2)[Si](C)(C)C 8-methyl-6-(5-(trimethylsilyl)isoxazol-3-yl)imidazo[1,2-B]Pyridazine-3-carboxylic acid ethyl ester